Butan-1-Thiol C(CCC)S